FC1=C(NC2C(NC(CC2)=O)=O)C=C(C(=C1)N1CCN(CC1)C(C)(C1CCNCC1)C)F 3-[2,5-difluoro-4-[4-[1-methyl-1-(4-piperidyl)ethyl]piperazin-1-yl]anilino]piperidine-2,6-dione